2-methyl-N-(3-(trifluoromethyl)phenyl)isonicotinamide CC=1C=C(C(=O)NC2=CC(=CC=C2)C(F)(F)F)C=CN1